ClC=1C=C(C=NC1)C1=NC(=C2N=CN(C2=N1)[C@H]1[C@@H]([C@@H]([C@H](O1)C(=O)NC)O)O)NC (2S,3S,4R,5R)-5-(2-(5-chloropyridin-3-yl)-6-(methylamino)-9H-purin-9-yl)-3,4-dihydroxyl-N-methyltetrahydrofuran-2-carboxamide